O=C1NC(CCC1N1C(C2=CC=C(C=C2C1=O)N1CCN(CC1)CCCN1CCN(CC1)CCOC1=CC=C(C=C1)OC=1C2=C(SC1C1=CC=C(C=C1)F)C=C(C=C2)O)=O)=O 2-(2,6-dioxopiperidin-3-yl)-5-(4-(3-(4-(2-(4-((2-(4-fluorophenyl)-6-hydroxybenzo[b]thiophen-3-yl)oxy)phenoxy)ethyl)piperazin-1-yl)propyl)piperazin-1-yl)isoindoline-1,3-dione